2-[[4-amino-8-(trans-4-aminocyclohexyloxy)-5,5-dimethyl-6H-benzo[H]quinazolin-7-yl]-methyl-amino]acetonitrile NC1=NC=NC=2C3=C(CC(C12)(C)C)C(=C(C=C3)O[C@@H]3CC[C@H](CC3)N)N(CC#N)C